1-fluorocyclopropane-1-sulfonyl chloride FC1(CC1)S(=O)(=O)Cl